1-(1-(4-(5-((3s,4s)-4-amino-3-methyl-2-oxa-8-azaspiro[4.5]decan-8-yl)-6-(hydroxymethyl)pyrazin-2-ylsulfanyl)-3-chloropyridin-2-yl)azetidin-2-yl)cyclopropanecarbonitrile N[C@@H]1[C@@H](OCC12CCN(CC2)C=2N=CC(=NC2CO)SC2=C(C(=NC=C2)N2C(CC2)C2(CC2)C#N)Cl)C